Ethyl 3-(5-(3-cyano-4-fluorophenoxy)-6-fluoro-1H-indol-4-yl)propanoate C(#N)C=1C=C(OC=2C(=C3C=CNC3=CC2F)CCC(=O)OCC)C=CC1F